(3S)-3-({1-cyclopentyl-5-[2-(trifluoromethyl)phenyl]-1H-pyrazol-3-yl}formamido)-5-(4,4-difluoropiperidin-1-yl)-N-(5-methyl-1,3-thiazol-2-yl)pentanamide C1(CCCC1)N1N=C(C=C1C1=C(C=CC=C1)C(F)(F)F)C(=O)N[C@H](CC(=O)NC=1SC(=CN1)C)CCN1CCC(CC1)(F)F